C(=O)(O)CN[C@@H](CS)C(=O)N carboxymethyl-cysteine, amide